N-(5-cyclohexyl-pyridin-2-yl)-2-((S)-4,4-difluoro-3-(6-oxo-1,6-dihydropyridin-3-yl)piperidin-1-yl)propanamide C1(CCCCC1)C=1C=CC(=NC1)NC(C(C)N1C[C@@H](C(CC1)(F)F)C1=CNC(C=C1)=O)=O